3-bromo-N-(4-cyano-3-methoxy-phenyl)-N-methyl-imidazo[1,2-a]pyrazine-6-carboxamide BrC1=CN=C2N1C=C(N=C2)C(=O)N(C)C2=CC(=C(C=C2)C#N)OC